N-(4-(2-(4-hydroxy-3-(methylsulfonamido)phenyl)-1-oxo-1,2,3,4-tetrahydroisoquinolin-6-yl)phenyl)-2-methylpropane-2-sulfonamide OC1=C(C=C(C=C1)N1C(C2=CC=C(C=C2CC1)C1=CC=C(C=C1)NS(=O)(=O)C(C)(C)C)=O)NS(=O)(=O)C